FC1=C(C=C(C=C1)C1=CC[C@@H](CN1C(=O)OC(C)(C)C)C)OC (S)-tert-butyl 6-(4-fluoro-3-methoxyphenyl)-3-methyl-3,4-dihydropyridine-1(2H)-carboxylate